D-(-)-Lyxose C([C@H]([C@@H]([C@@H](C=O)O)O)O)O